2-[2-(3,3-difluoropyrrolidin-1-yl)-4-iodo-3-pyridinyl]-1,4,6,7-tetrahydropyrano[3,4-d]imidazole FC1(CN(CC1)C1=NC=CC(=C1C=1NC2=C(N1)COCC2)I)F